C(C)OC(=O)C1(C(CN(CC1)C(=O)OC(C)(C)C)=O)C 4-methyl-3-oxopiperidine-1,4-dicarboxylic acid 1-tert-butyl 4-ethyl ester